COC=1C(=CC=2C(=C3C(=NC2C1)CCC3)NC3CCN(CC3)C3=NC=CC=C3)OC N-{6,7-dimethoxy-1H,2H,3H-cyclopenta[b]quinolin-9-yl}-1-(pyridin-2-yl)piperidin-4-amine